ClC=1N=C(C2=C(N1)NC=C2)N[C@@H]2CC[C@@H](N(C2)C(=O)OCC2=CC=CC=C2)C benzyl (2S,5R)-5-((2-chloro-7H-pyrrolo[2,3-d]pyrimidin-4-yl)amino)-2-methylpiperidine-1-carboxylate